FC(C(=O)O)(F)F.N1(CCC1)CC1=C(CNC2=CC(=C(C(=C2)F)S(=O)(=O)NC=2N=CSC2)F)C=CC=C1F 4-((2-(azetidin-1-ylmethyl)-3-fluorobenzyl)amino)-2,6-difluoro-N-(thiazol-4-yl)benzenesulfonamide 2,2,2-trifluoroacetate